ClC1=C(OCC(=O)OCC(CCCC)CC)C=CC(=C1)Cl 2-ethylhexyl (2,4-dichlorophenoxy)acetate